O=C(C(=O)O)CCC oxo-valeric acid